2-[[4-[5-cyclopropyl-2-(2H-tetrazol-5-yl)phenyl]piperazin-1-yl]methyl]-3H-quinazolin-4-one C1(CC1)C=1C=CC(=C(C1)N1CCN(CC1)CC1=NC2=CC=CC=C2C(N1)=O)C=1N=NNN1